[C@@H]12N(C[C@@H](NC1)C2)C=2C=CC=1N=CN=C(C1N2)NC2=C(C=C(C(=C2)Cl)OCC2COCC2)F 6-((1S,4S)-2,5-diazabicyclo[2.2.1]heptan-2-yl)-N-(5-chloro-2-fluoro-4-((tetrahydrofuran-3-yl)methoxy)phenyl)pyrido[3,2-d]pyrimidin-4-amine